tert-Butyl 1-(2-(benzyloxy)-5-fluoropyridin-3-yl)-2-azabicyclo[3.1.0]hexane-2-carboxylate C(C1=CC=CC=C1)OC1=NC=C(C=C1C12N(CCC2C1)C(=O)OC(C)(C)C)F